methyl 5-[4,6-difluoro-1-(2-trimethylsilylethoxymethyl)indol-5-yl]oxy-2-hydroxy-benzenecarboximidothioate FC1=C2C=CN(C2=CC(=C1OC=1C=CC(=C(C1)C(=N)SC)O)F)COCC[Si](C)(C)C